C(C)(C)(C)C1CCC(CC1)OC(C(=C)C)=O 4-tert.-Butylcyclohexylmethacrylat